methyl-8-(2-{11-[(dimethylamino)methyl]nonadecyl}cyclopropyl)octanoate COC(CCCCCCCC1C(C1)CCCCCCCCCCC(CCCCCCCC)CN(C)C)=O